cis-13,16-Docosadienoic acid methyl ester COC(CCCCCCCCCCC\C=C/CC=CCCCCC)=O